(2E)-N-Hydroxy-3-[4-({[2-(2-methyl-1H-indol-3-yl)ethyl]amino}methyl)phenyl]prop-2-enamide mono[(2RS)-2-hydroxypropanoate] O[C@@H](C(=O)O)C.ONC(\C=C\C1=CC=C(C=C1)CNCCC1=C(NC2=CC=CC=C12)C)=O |r|